CC(CC)NC1=CC(=C(C=C1)N)C N'-1-methylpropyl-2-methyl-1,4-phenylenediamine